Methyl 4-((2R,3S,4S,5R)-3-(3-chloro-2-((1s,3R)-3-hydroxycyclobutoxy)phenyl)-4,5-dimethyl-5-(trifluoromethyl)tetrahydrofuran-2-carboxamido)picolinate ClC=1C(=C(C=CC1)[C@H]1[C@@H](O[C@]([C@H]1C)(C(F)(F)F)C)C(=O)NC1=CC(=NC=C1)C(=O)OC)OC1CC(C1)O